ClC1=NC2=CC(=C(C=C2C(N1)=O)OC)OC 2-chloro-6,7-dimethoxy-3H-quinazoline-4-one